tert-butyl (3-fluoro-4-((2-oxo-1,2-dihydropyridino[2,3-b]pyrazin-8-yl)oxy)phenyl)carbamate FC=1C=C(C=CC1OC1=CC=NC=2N=CC(NC21)=O)NC(OC(C)(C)C)=O